BrC1=C(C(=CC(=C1O)Cl)[N+](=O)[O-])C 2-bromo-6-chloro-4-nitro-3-cresol